C(C)(C)ONC(C(C)(C)N1C(N(C2=C(C1=O)C(=C(S2)C=2OC=CN2)C)C[C@H](OC2CCOCC2)C2=C(C=CC=C2)OC)=O)=O (R)-N-isopropoxy-2-(1-(2-(2-methoxyphenyl)-2-((tetrahydro-2H-pyran-4-yl)oxy)ethyl)-5-methyl-6-(oxazol-2-yl)-2,4-dioxo-1,2-dihydrothieno[2,3-d]pyrimidin-3(4H)-yl)-2-methylpropanamide